2-(4-(2-acetyl-5-chlorophenyl)-5-methoxy-2-oxopyridin-1(2H)-yl)-4-(tert-butoxy)-N-(1-oxoisoindolin-5-yl)butanamide C(C)(=O)C1=C(C=C(C=C1)Cl)C1=CC(N(C=C1OC)C(C(=O)NC=1C=C2CNC(C2=CC1)=O)CCOC(C)(C)C)=O